1-(3,5-dichloro-2-hydroxymethylphenyl)-3-(2-fluoropyridin-4-yl)urea ClC=1C(=C(C=C(C1)Cl)NC(=O)NC1=CC(=NC=C1)F)CO